FC(C=1C=CC(=NC1)N1CCC(CC1)C(=O)N[C@H]1C[C@H](CCC1)NC1=CC(=NC2=CC=CC=C12)C(F)(F)F)(F)F 1-[5-(trifluoromethyl)pyridin-2-yl]-N-[(1R,3S)-3-{[2-(trifluoromethyl)quinolin-4-yl]amino}cyclohexyl]piperidine-4-carboxamide